CC=1N=C2N(C=C(C=C2C#N)C2=CC3=C(N=C(S3)N(C3CC(NC(C3)(C)C)(C)C)C)C=C2)C1 2-Methyl-6-{2-[methyl-(2,2,6,6-tetramethylpiperidin-4-yl)amino]-1,3-benzothiazol-6-yl}imidazo[1,2-a]pyridin-8-carbonitril